BrC=1C2=C(SC1C)C=C(C(=C2)OC)I 3-bromo-6-iodo-5-methoxy-2-methyl-benzo[b]thiophene